C(C)(C)(C)OC(=O)N1[C@@]2([C@@H]([C@@H](C[C@]1(CC2)C)N(C)C2=NC=C(N=C2)Cl)F)C |r| rac-(1s,2r,3r,5r)-3-[(5-chloropyrazin-2-yl)(methyl)amino]-2-fluoro-1,5-dimethyl-8-azabicyclo[3.2.1]octane-8-carboxylic acid tert-butyl ester